3-(1,4-Dimethyl-1H-benzotriazol-5-yl)-3-(7-{[(4R)-4-ethyl-8-methyl-1,1-dioxido-3,4-dihydro-2H-pyrido[2,3-b][1,4,5]oxathiazepin-2-yl]methyl}-2,3-dihydro-1H-inden-5-yl)propanoic acid CN1N=NC2=C1C=CC(=C2C)C(CC(=O)O)C=2C=C1CCCC1=C(C2)CN2S(C1=C(O[C@@H](C2)CC)N=CC(=C1)C)(=O)=O